F[C@H]1CN(CC[C@H]1NC1=CC=CC=2N1N=C(C2C(=C)C)C#CCNC2=C(C=C(C(=O)NC)C=C2)OC)C 4-((3-(7-(((3S,4R)-3-fluoro-1-methylpiperidin-4-yl)amino)-3-(prop-1-en-2-yl)pyrazolo[1,5-a]pyridin-2-yl)prop-2-yn-1-yl)amino)-3-methoxy-N-methylbenzamide